ClC1=C(C=C(C(=C1)OC)[N+](=O)[O-])C1=NN(C=C1)C (2-chloro-4-methoxy-5-nitrophenyl)-1-methyl-1H-pyrazole